C(C)(C)(C)OC(=O)N1CCC2(CC1)CC=1C(=NC(=CC1)OC)C2=O 2-methoxy-7-oxo-5,7-dihydrospiro[cyclopenta[b]pyridine-6,4'-piperidine]-1'-carboxylic acid tert-butyl ester